C1=CC=C(C=C1)C(=O)NC2=NC=NC3=C2NC=N3 N6-benzoyladenine